tert-butyl-4'-chloro-5'-(4,4,5,5-tetramethyl-1,3-dioxolan-2-yl)spiro[cyclopentane-1,3'-pyrrolo[2,3-b]pyridin] C(C)(C)(C)C=1C2(C=3C(=NC=C(C3Cl)C3OC(C(O3)(C)C)(C)C)N1)CCCC2